ClC=1C=C(C(=NC1)OCCCCN1C[C@@H](CC1)NC(OC(C)(C)C)=O)[N+](=O)[O-] tert-butyl N-[(3R)-1-{4-[(5-chloro-3-nitropyridin-2-yl)oxy]butyl}pyrrolidin-3-yl]carbamate